N1=CN=CC2=C1C=CN=C2C=O pyrido[4,3-d]pyrimidin-5-yl-methanone